[Li].FC(S(=O)(=O)OC1=CCCCN1C(=O)OC(C)(C)C)(F)F tert-butyl 6-(((trifluoromethyl)sulfonyl)oxy)-3,4-dihydropyridine-1(2H)-carboxylate Lithium